C(C)C(C(=O)C1=CC=C(C=C1)N1CCOCC1)N 2-ethyl-2-amino(4-morpholinophenyl)ethane-1-one